C(C=C)(=O)O.C(C=C)(=O)O.OC1=CC=C(C=C1)C(C)(C)C1=CC=C(C=C1)O 2,2-di(p-hydroxyphenyl)-propane diacrylate